1-(2,4-dichlorophenyl)ethan-1-ol ClC1=C(C=CC(=C1)Cl)C(C)O